N-(4-fluorophenylmethyl)-1-(1-methylpiperidin-3-yl)methylamine FC1=CC=C(C=C1)CNCC1CN(CCC1)C